tert-butyl (2S,5R)-4-(1-(4-(hydroxymethyl) phenyl) ethyl)-2,5-dimethylpiperazine-1-carboxylate OCC1=CC=C(C=C1)C(C)N1C[C@@H](N(C[C@H]1C)C(=O)OC(C)(C)C)C